7',8'-dihydro-5'H-spiro[[1,3]dioxolane-2,6'-quinoline] N1=CC=CC=2CC3(CCC12)OCCO3